CC(C)(C)[S@](=O)N[C@@H](C)C1=CC=C(C=C1)CCC1=CC=CC=C1 (S)-2-methyl-N-[(1S)-1-[4-(2-phenylethyl)phenyl]ethyl]propane-2-sulfinamide